6-allyl-N-[3-fluoro-4-(piperazin-1-yl)phenyl]-6H-pyrimido[5,4-c][2,1]benzothiazin-2-amine 5,5-dioxide C(C=C)N1S(C2=C(C3=C1C=CC=C3)N=C(N=C2)NC2=CC(=C(C=C2)N2CCNCC2)F)(=O)=O